3-(6-amino-5-((1-(but-2-ynoylpyrrolidin-2-yl)methoxy)pyrimidin-4-yl)-5-fluoro-2-methylphenyl)-4-cyclopropyl-2-fluorobenzamide NC=1C(CC=C(C1C=1C(=C(C(=O)N)C=CC1C1CC1)F)C)(F)C1=NC(=NC=C1)OCC1N(CCC1)C(C#CC)=O